(3R)-N-isopropyl-N-methylpiperidin-3-amine dihydrochloride Cl.Cl.C(C)(C)N([C@H]1CNCCC1)C